CC1N(C(CC=C1)C)C(=O)[O-] 2,6-dimethyl-5,6-dihydro-2H-pyridine-1-carboxylate